C(C)(C)OC=O Isopropylformat